1-ethylamine hydroiodide I.C(C)N